C(C)OC[C@]1(CN(CC1)CC=1C(=NC=CC1)C(=O)N)CCC1=CC=C(C=C1)F |o1:4| (R or S)-3-((3-(ethoxymethyl)-3-(4-fluorophenethyl)-pyrrolidin-1-yl)methyl)-picolinamide